tert-butyl 4-[2-(3-morpholinopropoxy)-5,6,7,8-tetrahydropyrido[3,4-d]pyrimidin-4-yl]piperazine-1-carboxylate O1CCN(CC1)CCCOC=1N=C(C2=C(N1)CNCC2)N2CCN(CC2)C(=O)OC(C)(C)C